octyl icosanoate C(CCCCCCCCCCCCCCCCCCC)(=O)OCCCCCCCC